Tert-butyl N-[3-(4-piperidyloxy)cyclobutyl]carbamate N1CCC(CC1)OC1CC(C1)NC(OC(C)(C)C)=O